2,4-bis(benzyloxy)-5-isopropyl-N-(quinolin-3-yl)benzamide 3-fluoro-2-methylphenyl-acetate FC=1C(=C(C=CC1)CC(=O)O)C.C(C1=CC=CC=C1)OC1=C(C(=O)NC=2C=NC3=CC=CC=C3C2)C=C(C(=C1)OCC1=CC=CC=C1)C(C)C